FC(C=1C(=C(C=CC1)[C@@H](C)NC=1C=2C(N=C(N1)C)=C(C(N(C2)N2CCOCC2)=O)C2=NC=CC=C2)F)F (R)-4-((1-(3-(difluoromethyl)-2-fluorophenyl)ethyl)amino)-2-methyl-6-N-morpholinyl-8-(pyridin-2-yl)pyrido[4,3-d]Pyrimidin-7(6H)-one